OC1=CC(=CC(=C1)CCCCCCCCCCC)O 1,3-dihydroxy-5-n-undecylbenzene